(3'S,5S)-2-(2-ethoxy-3-pyridinyl)-3'-ethyl-1'-[4-methoxy-3-(trifluoromethyl)-2-pyridinyl]-7-[[(2R)-pyrrolidin-2-yl]methyl]spiro[6,8-dihydro-1,7-naphthyridine-5,4'-piperidine] C(C)OC1=NC=CC=C1C1=NC=2CN(C[C@@]3([C@@H](CN(CC3)C3=NC=CC(=C3C(F)(F)F)OC)CC)C2C=C1)C[C@@H]1NCCC1